pentaerythritol tetrakis[3-[3,5-di(t-butyl)-4-hydroxyphenyl] propionate] C(C)(C)(C)C=1C=C(C=C(C1O)C(C)(C)C)CCC(=O)OCC(COC(CCC1=CC(=C(C(=C1)C(C)(C)C)O)C(C)(C)C)=O)(COC(CCC1=CC(=C(C(=C1)C(C)(C)C)O)C(C)(C)C)=O)COC(CCC1=CC(=C(C(=C1)C(C)(C)C)O)C(C)(C)C)=O